O=C1N(C(CC1)=O)C1=CC=C(C(=O)NC2=NC3=C(N2)C(=CC=C3C=3C=NN(C3)C)OC)C=C1 4-(2,5-dioxopyrrolidin-1-yl)-N-[7-methoxy-4-(1-methyl-1H-pyrazol-4-yl)-1H-1,3-benzodiazol-2-yl]benzamide